4,7-bis(4-formylphenyl)-1,3-dimethyl-1H-benzo[d]imidazol-3-ium hydrochloride Cl.C(=O)C1=CC=C(C=C1)C1=CC=C(C=2N(C=[N+](C21)C)C)C2=CC=C(C=C2)C=O